benzo[h]imidazo[2,1-a][2,6]naphthyridine N=1C=CN2C1C1=C3C(=NC=C1C=C2)C=CC=C3